CN(C1=NC=C(C=N1)C(=O)OCC)CC1=CC=2N=C(N=C(C2S1)N1CCOCC1)C1=CC=C(C=C1)S(=O)(=O)C Ethyl 2-(methyl((2-(4-(methylsulfonyl)phenyl)-4-morpholinothieno[3,2-d]pyrimidin-6-yl)methyl)amino)pyrimidine-5-carboxylate